ethyl 2-methyl-8-[4-(trifluoromethyl) phenyl]-2H,8H-pyrazolo[3,4-b]indole-5-carboxylate CN1N=C2N(C3=CC=C(C=C3C2=C1)C(=O)OCC)C1=CC=C(C=C1)C(F)(F)F